(R or S)-N-(5-fluoro-6-(4-(2-methyl-1,1-dioxidotetrahydrothiophen-2-yl)-1H-imidazol-1-yl)pyridin-3-yl)-2-(6-(trifluoromethyl)pyridin-2-yl)acetamide FC=1C=C(C=NC1N1C=NC(=C1)[C@@]1(S(CCC1)(=O)=O)C)NC(CC1=NC(=CC=C1)C(F)(F)F)=O |o1:12|